(2-Hydroxy-4-pentadecylphenyl)(phenyl)methanone OC1=C(C=CC(=C1)CCCCCCCCCCCCCCC)C(=O)C1=CC=CC=C1